N1=C(C=CC=C1)C(=CC=O)C 3-(pyridin-2-yl)but-2-en-1-one